bis(2-fluorophenyl)(hydroxy)methyl-5-chloro-1-ethyl-N-(1-ethyl-1H-pyrazol-4-yl)-1H-imidazo[4,5-b]pyridine-6-carboxamide FC1=C(C=CC=C1)N(C(=O)C=1C(=C2C(=NC1Cl)N=C(N2CC)CO)C2=C(C=CC=C2)F)C=2C=NN(C2)CC